benzyl quinoline-6-carboxylate N1=CC=CC2=CC(=CC=C12)C(=O)OCC1=CC=CC=C1